2-(1H-imidazol-1-yl)-5-(trifluoromethyl)pyridine N1(C=NC=C1)C1=NC=C(C=C1)C(F)(F)F